C(C)(=O)O[C@H]1C[C@@]2([C@@H]3CC[C@@H]4C[C@H](CC[C@@]4([C@H]3CC[C@@]2([C@H]1C=1COC(C1)=O)C)C)NC(=O)N1CCN(CC1)C)O (3S,5R,8R,9S,10S,13R,14S,16S,17R)-14-hydroxy-10,13-dimethyl-3-(4-methylpiperazine-1-carboxamido)-17-(5-oxo-2,5-dihydrofuran-3-yl)hexadecahydro-1H-cyclopenta[a]phenanthren-16-yl acetate